C(=C)C1=CC=NC=C1 4-Vinylpyridin